5-chloro-2-[4-({7-[2-(2,6-dioxopiperidin-3-yl)-1,3-dioxo-2,3-dihydro-1H-isoindol-5-yl]-2,7-diazaspiro[3.5]nonan-2-yl}methyl)piperidin-1-yl]pyrimidin ClC=1C=NC(=NC1)N1CCC(CC1)CN1CC2(C1)CCN(CC2)C=2C=C1C(N(C(C1=CC2)=O)C2C(NC(CC2)=O)=O)=O